4-amino-3-chloro-6-(4-cyanophenyl)-5-methyl-pyridine-2-carboxylic acid methyl ester COC(=O)C1=NC(=C(C(=C1Cl)N)C)C1=CC=C(C=C1)C#N